(2S,4R)-4-((4-methoxybenzyl)oxy)pyrrolidine-1,2-dicarboxylic acid 1-(tert-butyl) 2-methyl ester COC(=O)[C@H]1N(C[C@@H](C1)OCC1=CC=C(C=C1)OC)C(=O)OC(C)(C)C